(R)-N-(4-fluoro-2-methoxy-5-nitrophenyl)-6-(3-(3-phenoxyphenyl)isooxazolidine-2-yl)pyrimidin-4-amine FC1=CC(=C(C=C1[N+](=O)[O-])NC1=NC=NC(=C1)N1OCC[C@@H]1C1=CC(=CC=C1)OC1=CC=CC=C1)OC